C(C=C)(=O)N1CCN(CC1)C1=NC=NC2=CC=C(C=C12)C=1C=C(C(=NC1)OC)CNS(=O)=O N-(5-(4-(4-acryloylpiperazin-1-yl)quinazolin-6-yl)-2-methoxypyridin-3-yl)methylsulfonamide